tetrachloro-4-(methyl-sulphonyl)pyridine ClC1=C(C(=C(C(=N1)Cl)Cl)S(=O)(=O)C)Cl